C=1CC(C=C2C=CC=CC12)=O Naphthalen-3-one